C1(CC1)C1=CC=C(C2=CC=CC=C12)N1C(=NC2=NC=CC=C21)SC(C(=O)O)C 2-((1-(4-cyclopropyl-naphthalene-1-yl)-1H-imidazo[4,5-b]pyridine-2-yl)thio)propionic acid